CC(C)(C1=CC=CC=C1)OC(=S)N1CCCCC1.O=CC(=O)NC1=C(C=CC=C1)C 2-oxo-N-(o-tolyl)acetamide 1-methyl-1-phenylethylpiperidine-1-carbothioate